5-(4-(((3-aminooxetan-3-yl)methyl)amino)-6-methylquinazolin-2-yl)-2,3,4,5-tetrahydrobenzo[b][1,4]thiazepin-1,1-Dioxide NC1(COC1)CNC1=NC(=NC2=CC=C(C=C12)C)N1C2=C(S(CCC1)(=O)=O)C=CC=C2